1-(bicyclo[1.1.1]pent-1-yl)-1H-1,2,4-triazole-3-carboxylic acid C12(CC(C1)C2)N2N=C(N=C2)C(=O)O